(R)-12-((S)-7,8,10-trifluoro-6,11-dihydrodibenzo[b,e]selenepin-11-yl)-3,4,12,12a-tetrahydro-1H-[1,4]oxazino[3,4-c]pyrido[2,1-f][1,2,4]triazine-6,8-dione FC1=C(C=C(C=2[C@@H](C3=C([Se]CC21)C=CC=C3)N3N2C(C(N1[C@H]3COCC1)=O)=CC(C=C2)=O)F)F